tert-butyl (4-chloro-1-oxo-1,2-dihydroisoquinolin-6-yl)carbamate ClC1=CNC(C2=CC=C(C=C12)NC(OC(C)(C)C)=O)=O